S1C(=NC2=C1C=CC=C2)C([C@H](C[C@H]2C(NCC2)=O)NC(=O)[C@H]2N(CC[C@@H](C2)CC)C([C@@H](NS(=O)(=O)C)C(C)C)=O)=O (2S,4S)-N-{(2S)-1-(1,3-benzothiazol-2-yl)-1-oxo-3-[(3S)-2-oxopyrrolidin-3-yl]propan-2-yl}-4-ethyl-1-[N-(methylsulfonyl)-L-valyl]piperidine-2-carboxamide